(2R,3R,4S,5R,6R)-2-(hydroxymethyl)-5-methoxy-6-((3-(3-methyloxetan-3-yl)isoxazol-5-yl)methyl)-4-(4-(3,4,5-trifluorophenyl)-1H-1,2,3-triazol-1-yl)tetrahydro-2H-pyran-3-ol OC[C@H]1O[C@@H]([C@@H]([C@H]([C@H]1O)N1N=NC(=C1)C1=CC(=C(C(=C1)F)F)F)OC)CC1=CC(=NO1)C1(COC1)C